3,6-Dibromopyrazine-2,5-dicarbonitrile BrC=1C(=NC(=C(N1)C#N)Br)C#N